N-((1r,4r)-4-(4-cyclopropylpiperazin-1-yl)cyclohexyl)-3-methyl-1-neopentyl-1H-thieno[2,3-c]pyrazole-5-carboxamide C1(CC1)N1CCN(CC1)C1CCC(CC1)NC(=O)C1=CC2=C(N(N=C2C)CC(C)(C)C)S1